6-(methyl-d3)-6,7-dihydro-7,4-methanobenzo[f]benzo[4,5]imidazo[1,2-a][1,4]diazocin-5(14H)-one C(N1C2C=3N(CC4=C(C1=O)C(=CC=C4)C2)C2=C(N3)C=CC=C2)([2H])([2H])[2H]